BrC=1C=C2C(=NN(C(C2=CC1)=O)CC(=O)N[C@H]1CN(CCC1)CC)C(F)(F)F 2-[6-bromo-1-oxo-4-(trifluoromethyl)phthalazin-2-yl]-N-[(3R)-1-ethylpiperidin-3-yl]acetamide